The molecule is a 2-furoate ester, a steroid ester, an 11beta-hydroxy steroid, a 20-oxo steroid, an organochlorine compound and a 3-oxo-Delta(1),Delta(4)-steroid. It has a role as an anti-inflammatory drug and an anti-allergic agent. It derives from a mometasone. C[C@@H]1C[C@H]2[C@@H]3CCC4=CC(=O)C=C[C@@]4([C@]3([C@H](C[C@@]2([C@]1(C(=O)CCl)OC(=O)C5=CC=CO5)C)O)Cl)C